5-[4-(4-fluorophenyl)-2-methylthiazol-5-yl]-3-isobutyl-3H-imidazo[4,5-b]pyridin-2-ylamine mesylate S(C)(=O)(=O)O.FC1=CC=C(C=C1)C=1N=C(SC1C1=CC=C2C(=N1)N(C(=N2)N)CC(C)C)C